NC1=C(C=CC(=C1)NCC1=CC=C(C=C1)C(F)(F)F)NC(CCCCCCC1=CC=CC=C1)=O N-(2-amino-4-((4-(trifluoromethyl)benzyl)amino)phenyl)-7-phenylheptanamide